NCCNC(CC[Si](OC)(OC)C)CCCCC N-(β-aminoethyl)-γ-aminooctylmethyldimethoxysilane